C1(=CC=CC=C1)C(C=C=C)=O 1-phenylbuta-2,3-diene-1-one